[1,2,4]triazolo[4,3-a]quinazoline-5,8-diamine C1=NN=C2N1C1=CC(=CC=C1C(=N2)N)N